5-(1-ethyl-1H-pyrazol-3-yl)-3-(pyridin-4-yl)thieno[3,2-b]pyridine C(C)N1N=C(C=C1)C1=CC=C2C(=N1)C(=CS2)C2=CC=NC=C2